FC1=C(C=C(C=N1)NC(=O)C=1C(=C(N2CCCCC12)C(C(=O)N[C@H](C)C1=NC(=NO1)C)=O)C)C (R)-N-(6-fluoro-5-methylpyridin-3-yl)-2-methyl-3-(2-((1-(3-methyl-1,2,4-oxadiazol-5-yl)ethyl)amino)-2-oxoacetyl)-5,6,7,8-tetrahydroindolizine-1-carboxamide